FC(C1CCC(CC1)C(=O)N)(F)F 4-(trifluoromethyl)cyclohexanecarboxamide